ClC1=CC=C(C=C1)C(CC#N)([2H])O 3-(4-chlorophenyl)-3-hydroxy(3-2H)propionitrile